(5R)-2-(3-cyano-4-fluorobenzene-1-carbonyl)-9,9-dimethyl-8-oxo-2-azaspiro[4.5]dec-6-ene-7-carbonitrile C(#N)C=1C=C(C=CC1F)C(=O)N1C[C@]2(CC1)C=C(C(C(C2)(C)C)=O)C#N